10,10-bis(4-cyanatophenyl)anthracen O(C#N)C1=CC=C(C=C1)C1(C=2C=CC=CC2CC2=CC=CC=C12)C1=CC=C(C=C1)OC#N